(2R,3S)-2-(3-(6-(1H-pyrazol-4-yl)-1H-benzo[d]imidazol-1-yl)propyl)piperidin-3-ol N1N=CC(=C1)C=1C=CC2=C(N(C=N2)CCC[C@H]2NCCC[C@@H]2O)C1